1-ethyl ketoxime C(C)C(=NO)CC